FCCCNCCNC N2-(3-fluoropropyl)-N1-methylethane-1,2-diamine